(S)-piperidin-3-yl-methanol N1C[C@H](CCC1)CO